ClC=1N(C(=C(C1C(=O)NC1=CC(=C(C=C1)F)C#N)C)C(C(=O)NC(CO)(C)C)=O)C 2-chloro-N-(3-cyano-4-fluorophenyl)-5-(2-((1-hydroxy-2-methylpropan-2-yl)amino)-2-oxoacetyl)-1,4-dimethyl-1H-pyrrole-3-carboxamide